2-(2-(2-(2-azidoethoxy)ethoxy)ethoxy)ethoxy-N,N,N-trimethylpyridin-2-aminium N(=[N+]=[N-])CCOCCOCCOCCOC=1C(=NC=CC1)[N+](C)(C)C